(S)-N-(1-hydroxypropan-2-yl)-5-((2-hydroxypyridin-3-yl)methoxy)-2-methylbenzofuran OCC(C)N1[C@H](C(=CC=C1)COC=1C=CC2=C(C=C(O2)C)C1)O